2-[5-Bromo-2-(2-methyl-1,2,3,4-tetrahydro-isoquinolin-6-ylamino)-pyrimidin-4-ylamino]-N-methyl-benzamide BrC=1C(=NC(=NC1)NC=1C=C2CCN(CC2=CC1)C)NC1=C(C(=O)NC)C=CC=C1